FC(C(=O)NC1=CC(=C(C(=O)N)C=C1)F)F 4-(2,2-difluoroacetamido)-2-fluorobenzamide